3-(6-chloro-2-fluoropyridin-3-yl)cyclobutylamine hydrochloride Cl.ClC1=CC=C(C(=N1)F)C1CC(C1)N